FC1=CC(=C(C=C1)F)I 1,4-difluoro-3-iodobenzene